C(C)(C)OC1=CC=C(C=N1)C=O (6-isopropoxypyridin-3-yl)methanone